C1(=CCCCC1)C=1N=CN(C1)C1CCCCC1 4-(cyclohex-1-en-1-yl)-1-cyclohexyl-1H-imidazole